N-({2-[(2,6-dimethyloxan-4-yl)oxy]-3,5-difluorophenyl}methyl)-5-{2-acetamidoimidazo[1,2-b]pyridazin-6-yl}-2-methoxypyridine-3-carboxamide CC1OC(CC(C1)OC1=C(C=C(C=C1F)F)CNC(=O)C=1C(=NC=C(C1)C=1C=CC=2N(N1)C=C(N2)NC(C)=O)OC)C